(2,3-dihydro-4H-benzo[b][1,4]oxazin-4-yl)(6-(4-fluorophenyl)pyrazin-2-yl)methanone O1C2=C(N(CC1)C(=O)C1=NC(=CN=C1)C1=CC=C(C=C1)F)C=CC=C2